5-fluoro-pyridine-3-carbaldehyde FC=1C=C(C=NC1)C=O